C1(CC1)C1=CSC2=C1N=CN=C2N(N)C 1-(7-cyclopropyl-thieno[3,2-d]pyrimidin-4-yl)-1-methyl-hydrazine